O=CC=C 3-oxoprop-1-en